CN(C(=O)C1=CC=C(C=C1)C1=CC=2N(C=C1)C(=NC2C(=O)OC)C)C methyl 7-(4-(dimethylcarbamoyl)phenyl)-3-methylimidazo[1,5-a]pyridine-1-carboxylate